benzyl (3S,3aS,6aR)-2-[(2S)-2-(tert-butoxycarbonylamino)-3,3-dimethyl-butanoyl]-3,3a,4,5,6,6a-hexahydro-1H-cyclopenta[c]pyrrole-3-carboxylate C(C)(C)(C)OC(=O)N[C@H](C(=O)N1C[C@H]2[C@@H]([C@H]1C(=O)OCC1=CC=CC=C1)CCC2)C(C)(C)C